CN(C)C1=CC(=CN=C1)Br 5-bromo-N,N-dimethylpyridin-3-amine